C(C1=CC=C(C(=O)O)C=C1)(=O)O.C(O)C1CCC(CC1)CO 1,4-dimethylol-cyclohexane terephthalate